5-(4-chlorophenoxy)-2,2-dimethyl-2,3-dihydro-1H-inden-1-one ClC1=CC=C(OC=2C=C3CC(C(C3=CC2)=O)(C)C)C=C1